(3,4-methylenedioxyphenyl)-1-(3-(hydroxycarbamoyl)benzyl)-1H-indole-3-carboxamide C1OC=2C=C(C=CC2O1)C=1N(C2=CC=CC=C2C1C(=O)N)CC1=CC(=CC=C1)C(NO)=O